4-chloro-2-((3,5-dichlorophenylimino)-methyl)-6-hydroxyphenyl isobutyrate C(C(C)C)(=O)OC1=C(C=C(C=C1O)Cl)C=NC1=CC(=CC(=C1)Cl)Cl